ethyl (1S,3S,5S)-5-(aminomethyl)-2-((9,9-difluoro-9H-fluorene-3-carbonyl)glycyl)-2-azabicyclo[3.1.0]hexane-3-carboxylate NC[C@@]12C[C@H](N([C@H]2C1)C(CNC(=O)C=1C=CC=2C(C3=CC=CC=C3C2C1)(F)F)=O)C(=O)OCC